ClC=1C=C(C=C(C1)Cl)C(C(F)(F)C1=C(C=CC(=C1)C)C(C)C)=C 2-(2-(3,5-dichlorophenyl)-1,1-difluoroallyl)-1-isopropyl-4-methylbenzene